4-(2'-Oxo-1',2'-dihydro-spiro[cyclobutane-1,3'-indol]-5'-yl)piperidine-1-carboxylic acid tert-butyl ester C(C)(C)(C)OC(=O)N1CCC(CC1)C=1C=C2C3(C(NC2=CC1)=O)CCC3